Tert-butyl (4-(bis(4-methoxybenzyl)amino)-6-(bromomethyl)-2-butoxypyrimidin-5-yl)carbamate COC1=CC=C(CN(C2=NC(=NC(=C2NC(OC(C)(C)C)=O)CBr)OCCCC)CC2=CC=C(C=C2)OC)C=C1